BrC=1C=CC(=NC1C)C(=O)/C(/C(=O)OC)=C(/C)\NC methyl (E)-2-(5-bromo-6-methylpyridine-2-carbonyl)-3-(methylamino)but-2-enoate